C1(CCCC1)C(=O)[O-].[Bi+3].C1(CCCC1)C(=O)[O-].C1(CCCC1)C(=O)[O-] bismuth cyclopentanate